N1(C=NC2=C1C=CC=C2)C2=CC=C(C=C2)NC(=O)NC=2N(N=C(C2)C(C)(C)C)C2=C(C=CC=C2)F 1-(4-benzoimidazol-1-yl-phenyl)-3-[5-tert-butyl-2-(2-fluoro-phenyl)-2H-pyrazol-3-yl]-urea